C(C1=CC=CC=C1)OC1=NC(=CC=C1C1=CC=C(C=C1)C1=CCC2(OCCO2)CC1)OCC1=CC=CC=C1 2,6-dibenzyloxy-3-[4-(1,4-dioxaspiro[4.5]dec-7-en-8-yl)phenyl]-pyridine